N,2-diethyl-N-(2-methoxyphenyl)butanamide C(C)N(C(C(CC)CC)=O)C1=C(C=CC=C1)OC